COC1C(CN(CC1)C)C1=NOCC(O1)CN1CCCCC1 (4-methoxy-1-methylpiperidin-3-yl)-5-(piperidin-1-ylmethyl)-5,6-dihydro-1,4,2-dioxazine